4-[5-(3,5-dichlorophenyl)-5-(trifluoromethyl)-4H-isoxazol-3-yl]-2-methyl-N-(thietane-3-yl)benzamide ClC=1C=C(C=C(C1)Cl)C1(CC(=NO1)C1=CC(=C(C(=O)NC2CSC2)C=C1)C)C(F)(F)F